[Sr].[Ti] titanium Strontium